O1[C@H](CCCC1)N1N=CC(=C1)C=1C=CC=2N(C1)N=CC2C=2CCN(CC2)C(=O)OC(C)(C)C |r| rac-tert-butyl 4-(6-(1-(tetrahydro-2H-pyran-2-yl)-1H-pyrazol-4-yl)pyrazolo[1,5-a]pyridin-3-yl)-3,6-dihydropyridine-1(2H)-carboxylate